C(C)(C)(C)OC(=O)N1[C@@H](C[C@H](C1)F)CO (2S,4R)-4-fluoro-2-(hydroxymethyl)pyrrolidine-1-carboxylic acid tert-butyl ester